(4R)-4-phenyl-N-[(3S)-5-methyl-4-oxo-2,3-dihydro-1,5-benzoxazepin-3-yl]-5,6-dihydro-4H-pyrrolo[1,2-b]pyrazole-2-carboxamide C1(=CC=CC=C1)[C@H]1CCN2N=C(C=C21)C(=O)N[C@H]2COC1=C(N(C2=O)C)C=CC=C1